[N+](=O)([O-])C1=CC=C(C=C1)C(C(CO)NC(C(Cl)Cl)=O)O 1-p-nitrophenyl-2-dichloroacetamido-1,3-propanediol